CCCCCCCCCCCC[N+](C)(C)CCN(CCCS(=O)(=O)[O-])C(=O)C ammonium sulfobetaine